4-(2-{[(2R,7aS)-2-fluoro-hexahydro-1H-pyrrolizin-7a-yl]methoxy}-8-fluoro-4-[(2S)-2-methylmorpholin-4-yl]pyrido[4,3-d]pyrimidin-7-yl)-5-ethynyl-6-fluoronaphthalen-2-ol F[C@@H]1C[C@@]2(CCCN2C1)COC=1N=C(C2=C(N1)C(=C(N=C2)C2=CC(=CC1=CC=C(C(=C21)C#C)F)O)F)N2C[C@@H](OCC2)C